7-(6-(tert-butyl)pyridin-3-yl)-5-oxo-5H-thiazolo[3,2-a]pyrimidine-6-carbonitrile C(C)(C)(C)C1=CC=C(C=N1)C=1N=C2N(C(C1C#N)=O)C=CS2